3-(5-(1-((7-fluoro-quinolin-2-yl)methyl)piperidin-4-yl)-1-oxoisoindolin-2-yl)piperidine-2,6-dione tert-Butyl-(7-chloro-5-(4-(methylsulfonyl)phenyl)benzofuran-2-yl)methylcarbamate C(C)(C)(C)N(C(O)=O)CC=1OC2=C(C1)C=C(C=C2Cl)C2=CC=C(C=C2)S(=O)(=O)C.FC2=CC=C1C=CC(=NC1=C2)CN2CCC(CC2)C=2C=C1CN(C(C1=CC2)=O)C2C(NC(CC2)=O)=O